C(C)OOC1=CC=C(C=C1)B1OC(C)(C)C(C)(C)O1 4-(ethoxyhydroxy)phenylboronic acid pinacol ester